NC=1C=2N(C3=CC(=C(C=C3N1)C)C(=O)N(C1COC3=C1C=CC(=C3)C(F)(F)F)C=3C=NN(C3)C)C=NC2 4-amino-7-methyl-N-(1-methyl-1H-pyrazol-4-yl)-N-(6-(trifluoromethyl)-2,3-dihydrobenzofuran-3-yl)imidazo[1,5-a]quinoxaline-8-carboxamide